NC=1C(NC2=C3N=CC=CC3=C(C=C2C1C1=C2C=NNC2=C(C=C1)F)N1CCN(CC1)CC(F)(F)F)=O 3-amino-4-(7-fluoro-1H-indazol-4-yl)-6-[4-(2,2,2-trifluoroethyl)piperazin-1-yl]-1H-1,10-phenanthrolin-2-one